COCCC1=CC=C(OC2=CC=C(C(=O)O)C=C2)C=C1 4-(4-(2-methoxyethyl)phenoxy)benzoic acid